C(C=C)(=O)[O-].[Y+3].C(C=C)(=O)[O-].C(C=C)(=O)[O-] yttrium acrylate salt